C1(=CC=CC=C1)SF Phenylthiofluoride